(5S,7R,8R,9S,10R)-10-((2,3-difluorobenzyl)oxy)-7-(hydroxymethyl)-9-(4-(3,4,5-trifluorophenyl)-1H-1,2,3-triazol-1-yl)-1,6-dioxaspiro[4.5]decan-8-ol FC1=C(CO[C@@H]2[C@H]([C@H]([C@H](O[C@@]23CCCO3)CO)O)N3N=NC(=C3)C3=CC(=C(C(=C3)F)F)F)C=CC=C1F